4-(4-(3-fluorobenzoyl)-3,4-dihydro-2H-pyrido[4,3-b][1,4]oxazin-8-yl)benzonitrile FC=1C=C(C(=O)N2C3=C(OCC2)C(=CN=C3)C3=CC=C(C#N)C=C3)C=CC1